O[C@H]1[C@@H](O[C@@H]([C@H]1O)COP(=O)(O)O)[N+]1=CC(=CC=C1)C(NCCCCCC[P+](C1=CC=CC=C1)(C1=CC=CC=C1)C1=CC=CC=C1)=O 1-((2R,3R,4S,5R)-3,4-dihydroxy-5-((phosphonooxy)methyl)tetrahydrofuran-2-yl)-3-((6-(triphenylphosphonio)hexyl)carbamoyl)pyridin-1-ium